C(C)(C)(C)OC(=O)N1CCC(CC1)(C#CC)OC 4-Methoxy-4-(prop-1-yn-1-yl)piperidine-1-carboxylic acid tert-butyl ester